2,5,8,11-tetrabromo-1,6,7,12-tetrabutoxy-Perylene BrC1=C(C=2C=3C(=C(C=C4C=C(C(=C(C5=C(C(=CC(=C1)C52)Br)OCCCC)C43)OCCCC)Br)Br)OCCCC)OCCCC